6-(3-amino-1H-indazol-4-yl)-N-(3,4-dichlorophenyl)-1-naphthalenamide NC1=NNC2=CC=CC(=C12)C=1C=C2C=CC=C(C2=CC1)C(=O)NC1=CC(=C(C=C1)Cl)Cl